(3aS,6aR)-3a-Methylhexahydropyrrolo[3,4-c]pyrrole-2(1H)-carboxylic acid tert-butyl ester C(C)(C)(C)OC(=O)N1C[C@H]2CNC[C@]2(C1)C